BrC1=CN=C(C(=N1)C(=O)O)N1CCC2(CC1)CC1=CC=CC=C1[C@H]2NC(=O)OC(C)(C)C 6-bromo-3-[(3S)-3-[[(tert-butoxy)carbonyl]amino]-1,3-dihydrospiro[indene-2,4'-piperidin]-1'-yl]pyrazine-2-carboxylic acid